N-TERT-BUTYL-2-(2-FORMYLPIPERIDIN-1-YL)PROPANAMIDE C(C)(C)(C)NC(C(C)N1C(CCCC1)C=O)=O